ClC1=CC(=CC(=N1)C1=CC(=NC=N1)C(=O)NC)[C@@H]1CN[C@H](CO1)CF 6-(6-chloro-4-((2R,5R)-5-(fluoromethyl)morpholin-2-yl)pyridin-2-yl)-N-methylpyrimidine-4-carboxamide